(pyridin-2-yl)-2-(tetrahydro-2H-pyran-4-yl)ethan-1-ol N1=C(C=CC=C1)C(CC1CCOCC1)O